C(CCC)OCCOCC(C)O 1-(butoxyethoxy)-2-propanol